4-(3-methanesulfonyl-1,2,4-triazin-6-yl)-7-(1,2,3-triazol-2-yl)-1-{[2-(trimethylsilyl)ethoxy]methyl}indazole CS(=O)(=O)C=1N=NC(=CN1)C1=C2C=NN(C2=C(C=C1)N1N=CC=N1)COCC[Si](C)(C)C